i-butyl-2,3-dimethylimidazolium tetrafluoroborate F[B-](F)(F)F.C(C(C)C)C=1[N+](=C(NC1)C)C